t-butyl (1S,2S,5R)-2-((S)-1-((7-chloro-8-fluoro-2-(methylthio)-4-oxa-3,4-dihydropyrido[4,3-d]pyrimidine-5-yl)oxy)ethyl)-3,8-diazabicyclo[3.2.1]octane-8-carboxylate ClC1=C(C=2N=C(NOC2C(=N1)O[C@@H](C)[C@@H]1[C@@H]2CC[C@H](CN1)N2C(=O)OC(C)(C)C)SC)F